3-Chloro-4-fluoro-benzoic acid [(2R)-3-(3-ethyl-4-oxo-spiro[6,8-dihydro-5H-pyrazolo[4,3-c]azepin-7,4'-tetrahydropyran]-1-yl)-2-methyl-propyl] ester C(C)C1=NN(C2=C1C(NCC1(CCOCC1)C2)=O)C[C@H](COC(C2=CC(=C(C=C2)F)Cl)=O)C